N-(3-(chloromethyl)-1,2,4-thiadiazol-5-yl)-2-methyl-5-(3-(trifluoromethoxy)phenyl)thiophene-3-carboxamide ClCC1=NSC(=N1)NC(=O)C1=C(SC(=C1)C1=CC(=CC=C1)OC(F)(F)F)C